2-{[(2S,3R)-3-(2-chlorophenyl)-2-(2,4-difluorophenyl)oxiran-2-yl]Methyl}-2,4-dihydro-3H-1,2,4-triazol-3-Thione ClC1=C(C=CC=C1)[C@@H]1[C@](O1)(C1=C(C=C(C=C1)F)F)CN1N=CNC1=S